4-Methylpyridazin-3-amine CC1=C(N=NC=C1)N